FC(C1=CC(=NC=C1C(C)C)[C@@H](NC(=O)[C@H]1N(C[C@@H](C1)F)C(CC1=CN=NN1)=O)C1=CC=CC=C1)F |o1:11| (2S,4R)-N-[(S) or (R)-[4-(difluoromethyl)-5-(propan-2-yl)pyridin-2-yl](phenyl)methyl]-4-fluoro-1-[2-(1H-1,2,3-triazol-5-yl)acetyl]pyrrolidine-2-carboxamide